3-Isoxazolidinone O1NC(CC1)=O